2-(Methylamino)-3-nitro-benzoic acid CNC1=C(C(=O)O)C=CC=C1[N+](=O)[O-]